CN1C2=C(CCCC1=O)NC(C=C2)=O 5-methyl-1,7,8,9-tetrahydropyrido[3,2-b]azepine-2,6-dione